2-(o-chlorophenyl)-4,5-di(Methoxyphenyl)imidazole ClC1=C(C=CC=C1)C=1NC(=C(N1)C1=C(C=CC=C1)OC)C1=C(C=CC=C1)OC